[C@@H]1([C@H](O)[C@H](O)[C@@H](CNCCCCNCCCN)O1)N1C=NC=2C(N)=NC=NC12 adenosyl-spermidine